C1(CC1)NC=1N=CC2=C(N1)N(C(C(=C2)N2CCN(C1=C(C=CC=C21)C)C(C=C)=O)=O)C2CCOCC2 2-(cyclopropylamino)-6-(5-methyl-4-prop-2-enoyl-2,3-dihydroquinoxalin-1-yl)-8-tetrahydropyran-4-yl-pyrido[2,3-d]pyrimidin-7-one